(E)-but-2-enoic acid ethyl ester C(C)OC(\C=C\C)=O